N-(5-(((3-(4-chlorophenyl)-1,2,4-oxadiazol-5-yl)methyl)thio)-1,3,4-thiadiazol-2-yl)-3-(trifluoromethyl)benzamide ClC1=CC=C(C=C1)C1=NOC(=N1)CSC1=NN=C(S1)NC(C1=CC(=CC=C1)C(F)(F)F)=O